SCCC[Si](OC)(OC)OC 3-mercapto-propyl-trimethoxysilane